ClC=1C=C(C(=NC1)OC)S(=O)(=O)NC1=C(C(=C(C=C1)F)C=1C=CC=2N(C1)C=NC2C2=NN=C(N2)C(C)C)F 5-chloro-N-[2,4-difluoro-3-[1-(5-isopropyl-4H-1,2,4-triazol-3-yl)imidazo[1,5-a]pyridin-6-yl]phenyl]-2-methoxypyridine-3-sulfonamide